tert-Butyl (3aS,6aS)-5-(2-cyanopyrimidin-4-yl)hexahydropyrrolo[3,4-c]pyrrole-2(1H)-carboxylate C(#N)C1=NC=CC(=N1)N1C[C@@H]2[C@@H](C1)CN(C2)C(=O)OC(C)(C)C